(5s)-N-(3-methyloxetan-3-yl)-4-(pyridin-2-ylmethyl)-3,4-dihydroquinoxaline-1(2H)-carboxamide CC1(COC1)NC(=O)N1CCN(C2=CC=CC=C12)CC1=NC=CC=C1